(2S,6R)-4-(3-(1H-pyrrolo[2,3-b]pyridin-5-yl)imidazo[1,2-b]pyridazin-6-yl)-2,6-dimethylmorpholine N1C=CC=2C1=NC=C(C2)C2=CN=C1N2N=C(C=C1)N1C[C@@H](O[C@@H](C1)C)C